1-methyl-1-pentylpyrrolidinium C[N+]1(CCCC1)CCCCC